ClC=1C(=NC(=CC1)NCC1(CCOCC1)C#N)C1=CC=NC=C1 chloro-6-(((4-cyanotetrahydro-2H-pyran-4-yl)methyl)amino)-[2,4]-bipyridyl